C(C)(=O)NC(OC)=O methyl acetylcarbamate